3-methoxy-4'-[(1-{[3-methyl-4-(trifluoromethyl)phenyl]carbamoyl}-D-prolyl)amino][1,1'-biphenyl]-4-carboxylic acid COC=1C=C(C=CC1C(=O)O)C1=CC=C(C=C1)NC([C@@H]1N(CCC1)C(NC1=CC(=C(C=C1)C(F)(F)F)C)=O)=O